FC(CNC(=O)N1CCCCC1)(F)F N-(2,2,2-trifluoroethyl)piperidine-1-carboxamide